N1=C(C=CC=C1)CN(CC1=NC=CC=C1)CC=1N=NN(C1)C1=CC=C(C=C1)CC(=O)N(C[C@@H]([C@H]([C@@H]([C@@H](CO)O)O)O)O)C 2-(4-(4-((bis(pyridin-2-ylmethyl)amino)methyl)-1H-1,2,3-triazol-1-yl)phenyl)-N-methyl-N-((2S,3R,4R,5R)-2,3,4,5,6-pentahydroxyhexyl)acetamide